(S)-(2-(quinuclidin-3-yl)acetaldehyde) borohydride [BH4-].N12C[C@H](C(CC1)CC2)CC=O